L-Aspartic Acid-1,4-Dicyclopentyl Ester Hydrochloride Cl.C1(CCCC1)OC([C@@H](N)CC(=O)OC1CCCC1)=O